C(C)(C)(C)OC(=O)N[C@@H](C(C)C)C(=O)N[C@@H](C)C(=O)ON1C(CCC1=O)=O 2,5-dioxopyrrolidin-1-yl N-(tert-butoxycarbonyl)-L-valyl-L-alaninate